(S)-2-((6-((4-chloro-2-fluorophenyl)methoxy-d2)-3',6'-dihydro-[2,4'-bipyridyl]-1'(2'H)-yl)methyl)-1-(oxetan-2-ylmethyl)-1H-benzo[d]imidazole-6-carboxylic acid ClC1=CC(=C(C=C1)C(OC1=CC=CC(=N1)C=1CCN(CC1)CC1=NC2=C(N1C[C@H]1OCC1)C=C(C=C2)C(=O)O)([2H])[2H])F